9-[4-(dimethylamino)-1-oxobutoxy]-heptadecanoic acid CN(CCCC(OC(CCCCCCCC(=O)O)CCCCCCCC)=O)C